C1(CC1)C1=CC(=C(C2=C1N(N=N2)C)C)C(CC(=O)OCC)C=2C=C(C1=C(C=CO1)C2)CO ethyl 3-(7-cyclopropyl-1,4-dimethyl-1H-benzotriazol-5-yl)-3-[7-(hydroxymethyl)-1-benzofuran-5-yl]propanoate